CN1C(=NC2=C1C=CC(=C2)C(=O)OC(C)(C)C)CCNC2=NC=CC1=CC=C(C=C21)C2=NOC(=N2)C tert-Butyl 1-methyl-2-(2-{[7-(5-methyl-1,2,4-oxadiazol-3-yl)isoquinolin-1-yl]amino}ethyl)-1H-1,3-benzodiazole-5-carboxylate